NC1(CC(C(=CC1)C1=CC=CC=C1)(C(F)(F)F)C(F)(F)F)N 4,4-diamino-2,2-bis(trifluoromethyl)biphenyl